CS(=O)(=O)C=1C=C(OCC(C)O)C=CC1 3-(3-(methylsulfonyl)phenoxy)propan-2-ol